C(C)(C)(C)OC(CC1(CCN(CC1)C1=C(C=C(C(=C1)OC)NC1C(NC(CC1)=O)=O)F)O)=O 2-[1-[4-[(2,6-dioxo-3-piperidyl)amino]-2-fluoro-5-methoxy-phenyl]-4-hydroxy-4-piperidyl]acetic acid tert-butyl ester